CNC(OC1CCC(CC1)C(N(CC12CCC(CC1)(CC2)C=2C=NC(=CC2)N(C)C)C2=CC(=CC=C2)C=2N=C(OC2)C2CC2)=O)=O 4-((3-(2-Cyclopropyloxazol-4-yl)phenyl)((4-(6-(dimethylamino)pyridin-3-yl)bicyclo[2.2.2]octan-1-yl)methyl)carbamoyl)cyclohexyl trans-methylcarbamate